2-(azetidin-3-yl)-5-methyl-1,3,4-oxadiazole trifluoroacetate FC(C(=O)O)(F)F.N1CC(C1)C=1OC(=NN1)C